5-{5-Chloro-2-[(3S)-3-[(morpholin-4-yl)methyl]-3,4-dihydroisoquinoline-2(1H)-carbonyl]phenyl}-1,2-dimethyl-1H-pyrrole-3-carboxylic acid, hydrochloride Cl.ClC=1C=CC(=C(C1)C1=CC(=C(N1C)C)C(=O)O)C(=O)N1CC2=CC=CC=C2C[C@H]1CN1CCOCC1